[6-(3,3-difluoropyrrolidin-1-yl)-2-pyridyl] 3-(o-tolyl)prop-2-ynoate C1(=C(C=CC=C1)C#CC(=O)OC1=NC(=CC=C1)N1CC(CC1)(F)F)C